(2R,3S,5R)-5-(4-amino-2-chloro-7H-pyrrolo[2,3-d]pyrimidin-7-yl)-2-ethynyl-2-((2-(4-fluorophenyl)acetoxy)methyl)tetrahydrofuran-3-yl 2-(4-fluorophenyl)acetate FC1=CC=C(C=C1)CC(=O)O[C@@H]1[C@](O[C@H](C1)N1C=CC2=C1N=C(N=C2N)Cl)(COC(CC2=CC=C(C=C2)F)=O)C#C